3-{trans-3-[(6,7-dimethoxy-4-quinolinyl)oxy]cyclobutyl}-1-[3-(trifluoromethyl)phenyl]-2,4-imidazolidinedione COC=1C=C2C(=CC=NC2=CC1OC)O[C@@H]1C[C@H](C1)N1C(N(CC1=O)C1=CC(=CC=C1)C(F)(F)F)=O